1-[4-[4-[3-chloro-4-(pyridazin-3-ylmethoxy)anilino]-7H-pyrrolo[2,3-d]pyrimidin-5-yl]-1-piperidyl]prop-2-en-1-one ClC=1C=C(NC=2C3=C(N=CN2)NC=C3C3CCN(CC3)C(C=C)=O)C=CC1OCC=1N=NC=CC1